(7,7-dimethyl-2-oxo-1-bicyclo[2.2.1]heptanyl)methanesulfonic acid CC1(C2(C(CC1CC2)=O)CS(=O)(=O)O)C